2-chloro-3-fluoro-1-methoxy-4-nitrobenzene ClC1=C(C=CC(=C1F)[N+](=O)[O-])OC